C1(CC1)OC(C=1C=CC=NC1)(F)F 5-(cyclopropyloxydifluoromethyl)pyridine